Cl[Si](C(C)B(Cl)Cl)(Cl)Cl 1-(trichlorosilyl)-1-(dichloroboryl)ethane